tert-butyl 7-(4-chloro-2-fluorobenzyl)-3,4-dihydroisoquinoline-2(1H)-carboxylate ClC1=CC(=C(CC2=CC=C3CCN(CC3=C2)C(=O)OC(C)(C)C)C=C1)F